CC(C)(C)OC(=O)[C@H](CCC(=O)O)N L-glutamic acid α-tert-butyl ester